pyridine ammonium salt [NH4+].N1=CC=CC=C1